C1(CC1)C(=O)N1[C@H]([C@H](C(C1)(F)F)NS(=O)(=O)CC)CC=1C(=C(C=CC1)C1=CC(=CC=C1)OC)F N-{(2S,3R)-1-(cyclopropanecarbonyl)-4,4-difluoro-2-[(2-fluoro-3'-methoxy[1,1'-biphenyl]-3-yl)methyl]pyrrolidin-3-yl}ethanesulfonamide